(13Z,16Z)-4-(((3-(dimethylamino)propoxy)carbonyl)oxy)docosa-13,16-dien-1-ylheptadecan-9-ylsuccinate CN(CCCOC(=O)OC(CCCC(C(=O)[O-])(CC(=O)[O-])C(CCCCCCCC)CCCCCCCC)CCCCCCCC\C=C/C\C=C/CCCCC)C